CC=1SC(=CN1)C1=CC=2C=NC(=CC2N1)NC(=O)C1CC1 N-(2-(2-methylthiazol-5-yl)-1H-pyrrolo[3,2-c]pyridin-6-yl)cyclopropanecarboxamide